C12(CC3CC(CC(C1)C3)C2)C=O 1-adamantane-aldehyde